((3aR,4S,7S,8R,8aR)-4-(hydroxymethyl)-2,2-dimethylhexahydro-4,7-epoxy[1,3]dioxolo[4,5-d]oxepin-8-yl)acetamide OC[C@@]12[C@H]3[C@@H]([C@H]([C@@H](OC1)O2)CC(=O)N)OC(O3)(C)C